N(N)C1=CN=CO1 5-hydrazinooxazole